((1H-indazol-5-yl)ethynyl)-N-((5-fluoropyridin-3-yl)methyl)-[2,4'-bipyrimidin]-2'-amine N1N=CC2=CC(=CC=C12)C#CC1=NC(=NC=C1)C1=NC(=NC=C1)NCC=1C=NC=C(C1)F